5-[4-[[acetyl(methyl)amino]methyl]phenyl]-N-(3-pyridylmethyl)pyridine-2-carboxamide C(C)(=O)N(C)CC1=CC=C(C=C1)C=1C=CC(=NC1)C(=O)NCC=1C=NC=CC1